barium 2-(tert-butyl)-2-octyl malonate C(CC(=O)[O-])(=O)OC(C)(CCCCCC)C(C)(C)C.[Ba+2].C(C)(C)(C)C(C)(CCCCCC)OC(CC(=O)[O-])=O